bis-diethylamino-bis-pentafluoroethyl-silane C(C)N(CC)[Si](C(C(F)(F)F)(F)F)(C(C(F)(F)F)(F)F)N(CC)CC